(11R)-6-(2,6-Dimethylphenyl)-12-(1,1-dioxothietan-3-yl)-11-isobutyl-2,2-dioxo-9-oxa-2λ6-thia-3,5,12,19-tetrazatricyclo[12.3.1.14,8]nonadeca-1(18),4(19),5,7,14,16-hexaen-13-one CC1=C(C(=CC=C1)C)C1=NC=2NS(C=3C=CC=C(C(N([C@@H](COC(=C1)N2)CC(C)C)C2CS(C2)(=O)=O)=O)C3)(=O)=O